(R*)-2-ethyl-6-(6-methoxy-1H-benzo[d]imidazol-2-yl)-7-((1-(oxazol-4-yl)ethyl)amino)-2H-pyrazolo[4,3-b]pyridin-5(4H)-one C(C)N1N=C2C(NC(C(=C2N[C@H](C)C=2N=COC2)C2=NC3=C(N2)C=C(C=C3)OC)=O)=C1 |o1:11|